8-chloro-1-(trans-4-ethoxy-4-ethylcyclohexyl)-N-(propan-2-yl)-5,6-dihydro-4H-[1,2,4]triazolo[4,3-a][1]benzazepin-5-amine ClC=1C=CC2=C(CC(CC=3N2C(=NN3)C3CCC(CC3)(CC)OCC)NC(C)C)C1